COC1=CC=C(C=C1)C=1C(C2=CC(=CC=C2C1C=1N=CSC1C)CCC1=CC=CC=C1)=O 2-(4-Methoxyphenyl)-3-(5-methylthiazol-4-yl)-6-phenethyl-1H-inden-1-one